ClC1=CC(=C(C=C1)N1CC(CC1)C=1C(=C(C(=O)O)C=CC1)F)F 3-(1-(4-chloro-2-fluorophenyl)pyrrolidin-3-yl)-2-fluorobenzoic acid